CC=1C=C2C(C=C(OC2=C(C1)C(C)NC1=C(C(=O)OC(C)(C)C)C=CC=C1)C=1C=CC=2N(C1)C=C(N2)C)=O tert-Butyl 2-[1-[6-methyl-2-(2-methylimidazo[1,2-a]pyridin-6-yl)-4-oxo-chromen-8-yl]ethylamino]benzoate